FC=1C=C2C(=CNC2=CC1)CCCNS(=O)(=O)C1=CC=C(C=C1)OCCCN1CCN(CC1)C N-(3-(5-fluoro-1H-indol-3-yl)propyl)-4-(3-(4-methylpiperazin-1-yl)propoxy)benzenesulfonamide